(4S)-4-(tert-butoxymethyl)-1-(5-hydroxypyridin-2-yl)imidazolin-2-one C(C)(C)(C)OC[C@H]1NC(N(C1)C1=NC=C(C=C1)O)=O